C(C)(C)C1=NN(C(=C1)NC1=NC=CC(=C1)NC=1C=CC=C2CCN(C12)C(C)=O)C 1-(7-((2-((3-Isopropyl-1-methyl-1H-pyrazol-5-yl)amino)pyridin-4-yl)amino)indolin-1-yl)ethan-1-one